C(C1=CC=CC=C1)C1N(C(OC1)=O)C1=NC=C(C=C1)C1=C2C=C(C(=CC2=CC2=C1C(CO2)=O)OC)OC 4-benzyl-3-(5-(6,7-dimethoxy-3-oxo-1,3-dihydronaphtho[2,3]furan-4-yl)pyridin-2-yl)Oxazolidin-2-one